(R)-2-((1-(2-(1-(4-cyanophenyl)-1H-imidazol-4-yl)-7-methyl-4-oxo-4H-pyrido[1,2-a]pyrimidin-9-yl)ethyl)amino)benzoic acid C(#N)C1=CC=C(C=C1)N1C=NC(=C1)C=1N=C2N(C(C1)=O)C=C(C=C2[C@@H](C)NC2=C(C(=O)O)C=CC=C2)C